N-(4-fluoro-4-formylcyclohexyl)acetamide FC1(CCC(CC1)NC(C)=O)C=O